C(=C(CC(=O)O)C(=O)O)C(=O)O trans-prop-1-ene-1,2,3-tricarboxylic acid